3,5-dimethylisoindolin-1-one CC1NC(C2=CC=C(C=C12)C)=O